(1S*,2S*)-6'-chloro-2',3'-dihydrospiro[cyclopropane-1,1'-indene]-2-carboxylic acid ClC1=CC=C2CC[C@@]3(C2=C1)[C@H](C3)C(=O)O |o1:7,10|